2-Biphenyl-4-ylmethyl-2H-indazole-5-carboxylic acid methyl ester COC(=O)C1=CC2=CN(N=C2C=C1)CC1=CC=C(C=C1)C1=CC=CC=C1